C1=CC(=C(C=C1/C=C/C(=O)NCCCCN)O)O caffeoylputrescine